N-(3-(N,S-dimethylsulfonimidoyl)phenyl)-6-(trifluoromethyl)-3-(3,4,5-trifluorophenoxy)pyridazine-4-carboxamide CN=S(=O)(C)C=1C=C(C=CC1)NC(=O)C1=C(N=NC(=C1)C(F)(F)F)OC1=CC(=C(C(=C1)F)F)F